2-{3-[2-(1-{[3,5-bis(difluoromethyl)-1H-pyrazol-1-yl]acetyl}-piperidin-4-yl)-1,3-thiazol-4-yl]-4,5-dihydro-1,2-oxazol-5-yl}-3-chlorophenyl methanesulfonat CS(=O)(=O)OC1=C(C(=CC=C1)Cl)C1CC(=NO1)C=1N=C(SC1)C1CCN(CC1)C(CN1N=C(C=C1C(F)F)C(F)F)=O